C1(=CC=CC2=CC=CC=C12)/C=C/C(=O)O (E)-3-(naphthalene-1-yl)acrylic acid